(3S,4R)-3-methyl-beta-oxo-6-(7H-pyrrolo[2,3-d]pyrimidin-4-yl)-1,6-diazaspiro[3.4]octane-1-propionitrile C[C@H]1CN([C@@]12CN(CC2)C=2C1=C(N=CN2)NC=C1)C(CC#N)=O